CNCCCCOC1=CC=CC=C1CC2=CC=CC=C2 2-(4-methylaminobutoxy)diphenylmethane